Catecholdisulfonamide C=1(O)C(O)=C(C(=CC1)S(=O)(=O)N)S(=O)(=O)N